FC1=CC=C(C2=CN(N=C12)C=1C=NC=CC1)C(=O)NC(CSC)(C)C 7-fluoro-N-[1-(methylsulfanyl)-2-methylpropan-2-yl]-2-(pyridin-3-yl)-2H-indazole-4-carboxamide